CC(CC)CCCCCCCCCC(CCCC(CCCCCCCCCCCCCCCCCCCC)C)C 3,13,17-trimethylheptatriacontane